ClC1=C(C=CC(=C1)CNCC)N1C=NC(=C1)C1=NC(=NC=C1C(F)(F)F)NC1CCN(CC1)S(=O)(=O)C 4-(1-(2-Chloro-4-((ethylamino)methyl)-phenyl)-1H-imidazol-4-yl)-N-(1-(methyl-sulfonyl)piperidin-4-yl)-5-(trifluoro-methyl)pyrimidin-2-amine